(3S)-7-((2S,5R)-4-acryloyl-2,5-dimethylpiperazin-1-yl)-9-chloro-10-(2,4-difluorophenyl)-3-(3-morpholino-propyl)-2,3-dihydro-5H-[1,4]oxazino[2,3,4-ij]quinazolin-5-one C(C=C)(=O)N1C[C@@H](N(C[C@H]1C)C1=NC(N2C3=C(C(=C(C=C13)Cl)C1=C(C=C(C=C1)F)F)OC[C@@H]2CCCN2CCOCC2)=O)C